N-(4-chlorothien-3-yl)-7-methoxy-2-(tetrahydro-2H-pyran-4-yl)imidazo[1,2-a]pyridine-6-carboxamide ClC=1C(=CSC1)NC(=O)C=1C(=CC=2N(C1)C=C(N2)C2CCOCC2)OC